4-(2-((dimethylamino)methyl)-4-(trifluoromethyl)thiazol-5-yl)-5-methyl-N-(1-(methylsulfonyl)piperidin-4-yl)pyrimidin-2-amine CN(C)CC=1SC(=C(N1)C(F)(F)F)C1=NC(=NC=C1C)NC1CCN(CC1)S(=O)(=O)C